ClC1=CC=C(C[C@@H]2N(C[C@H]3N(C2)C[C@@H](C3)O)C(=O)OC(C)(C)C)C=C1 tert-butyl (3S,7R,8aS)-3-(4-chlorobenzyl)-7-hydroxyhexahydropyrrolo[1,2-a]pyrazine-2(1H)-carboxylate